CSCC[C@@H](C(=O)[O-])NC(=O)[O-] The molecule is an N-acyl-L-alpha-amino acid anion derived from N-carboxy-L-methionine(2-) by removal of a proton from each of the carboxy groups. Major species at pH 7.3. It is a dicarboxylic acid dianion and a N-acyl-L-alpha-amino acid anion. It is a conjugate base of a N-carboxy-L-methionine.